3-Chloro-4-(((trifluoromethyl)sulfonyl)oxy)benzoic acid ethyl ester C(C)OC(C1=CC(=C(C=C1)OS(=O)(=O)C(F)(F)F)Cl)=O